IC1=C(C=CC=C1O)C1=C(C=C(C=C1C(C)C)C(C)C)C(C)C 2-iodo-2',4',6'-triisopropylbiphenyl-3-ol